NC=1N=NC(=CC1N1C[C@H]2CC[C@@H](C1)N2C=2C=C(OC1CCN(CC1)C(CCC1=CC=C(C=C1)NC1C(NC(CC1)=O)=O)=O)C=C(C2)F)C2=C(C=CC=C2)O 3-((4-(3-(4-(3-((1R,5S)-3-(3-amino-6-(2-hydroxyphenyl)pyridazin-4-yl)-3,8-diazabicyclo[3.2.1]octan-8-yl)-5-fluorophenoxy)piperidin-1-yl)-3-oxopropyl)phenyl)amino)piperidine-2,6-dione